C[C@@H]1CN(C[C@@H](O1)C)C(=O)C=1C=CC(=NC1)C=1C(=NC=CN1)C(C)NC(C1=CC(=CC(=C1)C(F)(F)F)C(F)(F)F)=O N-[1-(3-{5-[(cis)-2,6-Dimethylmorpholine-4-carbonyl]pyridin-2-yl}pyrazin-2-yl)ethyl]-3,5-bis(trifluoromethyl)benzamide